[(biphenylyl)indolocarbazolyl]triazine C1(=C(C=CC=C1)C=1C(=C2C(=CC1)N=C1C=CC3=C4C=CC=CC4=NC3=C12)C1=NN=NC=C1)C1=CC=CC=C1